2-(6-(((1S,2R,3S,5R)-2-fluoro-9-azabicyclo[3.3.1]nonan-3-yl)oxy)pyridazin-3-yl)-5-(1-methyl-1H-pyrazol-4-yl)phenol F[C@@H]1[C@@H]2CCC[C@H](C[C@@H]1OC1=CC=C(N=N1)C1=C(C=C(C=C1)C=1C=NN(C1)C)O)N2